(R)-(+)-N-benzyl-3-hydroxypyrrolidine C(C1=CC=CC=C1)N1C[C@@H](CC1)O